N-(2,4-dihydroxyphenyl)-1,4-benzenedicarboxamide OC1=C(C=CC(=C1)O)NC(=O)C1=CC=C(C=C1)C(=O)N